2,4-dihydroxy-1,1,3,3-tetramethyl-cyclobutane OC1C(C(C1(C)C)O)(C)C